1,3-dioctylimidazolium chloride [Cl-].C(CCCCCCC)N1C=[N+](C=C1)CCCCCCCC